2-hydroxybiphenyl sodium salt [Na].OC1=C(C=CC=C1)C1=CC=CC=C1